5-(2-fluoro-6-hydroxy-3-((4-methylpiperazin-1-yl)methyl)phenyl)-1,2,5-thiadiazolidin FC1=C(C(=CC=C1CN1CCN(CC1)C)O)N1CCNS1